d-glycine NCC(=O)O